diallylacetate C(C=C)C(C(=O)[O-])CC=C